(S)-N-(1''-(3-((3-methylpyrrolidin-1-yl)sulfonyl)benzoyl)dispiro[cyclopropane-1,1'-cyclohexane-4',3''-indolin]-5''-yl)methanesulfonamide C[C@@H]1CN(CC1)S(=O)(=O)C=1C=C(C(=O)N2CC3(C4=CC(=CC=C24)NS(=O)(=O)C)CCC2(CC3)CC2)C=CC1